4-isopropyl-5-(8-methyl-[1,2,4]triazolo[1,5-a]pyridin-6-yl)-N-((4-((3-methyloxetan-3-yl)methyl)morpholin-2-yl)methyl)-1H-pyrazole-3-carboxamide C(C)(C)C=1C(=NNC1C=1C=C(C=2N(C1)N=CN2)C)C(=O)NCC2CN(CCO2)CC2(COC2)C